N(=[N+]=[N-])C(C)(C)C1=CN=C(C2=CN=C(C=C12)Cl)O[C@@H]1C[C@H](C1)S(=O)(=O)C 4-(2-Azidopropan-2-yl)-6-chloro-1-(trans-3-(methylsulfonyl)cyclobutoxy)-2,7-naphthyridine